CN1N=C(C=C1C)NC1=NC=C(C(=N1)C1=CNC2=C(C=CC=C12)N1C(C2=CC=CC(=C2C1)NC(=O)C1CCCCCC1)=O)C N-(2-(3-(2-((1,5-dimethyl-1H-pyrazol-3-yl)amino)-5-methylpyrimidin-4-yl)-1H-indol-7-yl)-1-oxoisoindolin-4-yl)cycloheptanecarboxamide